5-amino-N-{1-[2-(trifluoromethyl)phenyl]cyclopropyl}-1,3-thiazole-4-carboxamide NC1=C(N=CS1)C(=O)NC1(CC1)C1=C(C=CC=C1)C(F)(F)F